7-fluoro-8-methoxy-4-oxo-1,4-dihydroquinoline-3-carboxylic acid ethyl ester C(C)OC(=O)C1=CNC2=C(C(=CC=C2C1=O)F)OC